ClC1=C(C=CC(=C1)Cl)N1N=CC=C1C1=CC=CC=C1 1-(2,4-dichlorophenyl)-5-phenylpyrazole